(R)-3-Hydroxy-1-methyl-3-(3-(6-(2-(((R)-1-oxo-1-(piperidin-1-yl)propan-2-yl)amino)pyrimidin-4-yl)pyridin-2-yl)isoxazol-5-yl)pyrrolidin-2-one O[C@@]1(C(N(CC1)C)=O)C1=CC(=NO1)C1=NC(=CC=C1)C1=NC(=NC=C1)N[C@@H](C(N1CCCCC1)=O)C